C1(=CC=CC=C1)S(=O)(=O)O.ClC1=CC=C(C=C1)NC([C@H](C)C1CCC(CC1)C1=CC=NC2=CC=C(C=C12)F)=O (R)-N-(4-chlorophenyl)-2-((1S,4S)-4-(6-fluoroquinolin-4-yl)cyclohexyl)propionamide benzenesulfonate